(1s,4s)-4-(8-(2,6-dichlorophenylamino)-2-(oxetan-3-ylamino)-9H-purin-9-yl)cyclohexanecarboxamide ClC1=C(C(=CC=C1)Cl)NC=1N(C2=NC(=NC=C2N1)NC1COC1)C1CCC(CC1)C(=O)N